C(C)OC(C)C=1C(=C(C(=C2C=NNC12)C=1N=CC=2N(C1)C=C(N2)NC(=O)[C@H]2[C@H](C2)F)C)F (1S,2S)-N-(6-(7-(1-ethoxyethyl)-6-fluoro-5-methyl-1H-indazol-4-yl)imidazo[1,2-a]pyrazin-2-yl)-2-fluorocyclopropane-1-carboxamide